OC1(CC=C(C(=O)C2=CC=CC=C2)C=C1)OCCCCCCCC 4-hydroxy-4-octoxybenzophenone